BrC=1C=C(N(N1)C1CCC(CC1)(F)F)C(=O)NC1=C(C=C(C=C1C)Cl)C(N)=O 5-bromo-N-(2-carbamoyl-4-chloro-6-methyl-phenyl)-2-(4,4-difluorocyclohexyl)pyrazole-3-carboxamide